C(C)C1CC(CC(C1)CC)=O 3,5-diethylcyclohexanone